(1-(2-hydroxyethyl)-3-methyl-6-azabicyclo[3.1.1]heptan-6-yl)(pyridin-2-yl)methanone OCCC12CC(CC(N1C(=O)C1=NC=CC=C1)C2)C